(2R,4S)-6-chloro-4-hydroxy-N-(3-{4-[5-(trifluoromethyl)pyridin-2-yl]-1H-pyrazol-1-yl}bicyclo[1.1.1]pentan-1-yl)-3,4-dihydro-2H-1-benzopyran-2-carboxamide ClC=1C=CC2=C([C@H](C[C@@H](O2)C(=O)NC23CC(C2)(C3)N3N=CC(=C3)C3=NC=C(C=C3)C(F)(F)F)O)C1